6-(1-(adamantan-1-ylmethyl)-5-methyl-1H-pyrazol-4-yl)-3-(6-(benzo[d]thiazol-2-ylamino)pyridin-3-yl)pyrazolo[5,1-b]oxazole-7-carboxylic acid ethyl ester C(C)OC(=O)C=1C(=NN2C1OC=C2C=2C=NC(=CC2)NC=2SC1=C(N2)C=CC=C1)C=1C=NN(C1C)CC12CC3CC(CC(C1)C3)C2